OC(CC)C1=CC(=C(C=N1)C=1C2=C(C3=C(N=C(S3)NC(=O)C3CC3)C1)N(C=N2)C)C N-(5-(6-(1-hydroxypropyl)-4-methylpyridin-3-yl)-8-methyl-8H-imidazo[4',5':3,4]benzo[1,2-d]thiazol-2-yl)cyclopropanecarboxamide